FC1=CC=C(C=C1)C(N1[C@H](CNCC1)C(C)C)C1=CC=C(C=C1)F (S)-1-(bis(4-fluorophenyl)methyl)-2-isopropylpiperazine